C1(=CC=CC=C1)S(=O)(=O)C=1C=C(C=CC1)S(=O)(=O)[O-].[K+].NC=1C(=CC2=CC3=C(OCO3)C=C2C1)C(C)(C)O 2-(7-aminonaphtho[2,3-d][1,3]dioxol-6-yl)propan-2-ol potassium 3-benzenesulfonyl-benzenesulfonate